tert-butyl (S,E)-4-((2S,4R)-2,6-bis((tert-butoxycarbonyl)amino)-4-hydroxyhexanamido)pent-2-enoate C(C)(C)(C)OC(=O)N[C@H](C(=O)N[C@H](/C=C/C(=O)OC(C)(C)C)C)C[C@@H](CCNC(=O)OC(C)(C)C)O